NCCNC=1C=NC2=CC=C(C=C2N1)C(=O)C=1C(=C(C=CC1Cl)NC(=O)NC1=CC(=CC=C1)F)F 1-(3-(3-((2-aminoethyl)amino)quinoxaline-6-carbonyl)-4-chloro-2-fluorophenyl)-3-(3-fluorophenyl)urea